C(CCCCCCCCCCCCC)N(C(CNC(OCCCC)=O)=O)CCCCCCCCCCCCCC Butyl (2-(ditetradecylamino)-2-oxoethyl)carbamate